2-((1s,3s)-1-(3-bromophenyl)-3-fluorocyclobutanecarbonyl)-N-methylhydrazinecarbothioamide BrC=1C=C(C=CC1)C1(CC(C1)F)C(=O)NNC(NC)=S